N-(5-phenyl-2-hydroxyl-pentyl)-hydroxylamine C1(=CC=CC=C1)CCCC(CNO)O